C[C@@H]1N(C[C@H](NC1)C)C(=O)OCCCC butyl (2S,5R)-2,5-dimethylpiperazine-1-carboxylate